C(OCCCCCCCCCCCCC1=CC=C2C3=C1O[C@@H]1[C@]34CCN(C([C@@]4(CCC1=O)O)C2)CC2CC2)([O-])=O (4aS,7aR,12bS)-3-(cyclopropylmethyl)-4a-hydroxy-7-oxo-2,3,4,4a,5,6,7,7a-octahydro-1H-4,12-methanobenzofuro[3,2-e]isoquinolin-9-yldodecyl carbonate